ClC1=CC(=CC(=N1)N1CCOCC1)N1CC(C1)(F)F 4-(6-chloro-4-(3,3-difluoroazetidin-1-yl)pyridin-2-yl)morpholine